C(CC)N1N=CC(=C1)B1OC(C(O1)(C)C)(C)C 1-propyl-4-(4,4,5,5-tetramethyl-1,3,2-dioxaborolan-2-yl)-1H-pyrazole